6-(1,6-diazaspiro[3.3]heptan-1-yl)-N-(6-(o-tolyl)-5-(trifluoromethyl)pyridin-2-yl)pyridine-2-sulfonamide tert-butyl-3-(4-hydroxyquinazolin-6-yl)azetidine-1-carboxylate C(C)(C)(C)OC(=O)N1CC(C1)C=1C=C2C(=NC=NC2=CC1)O.N1(CCC12CNC2)C2=CC=CC(=N2)S(=O)(=O)NC2=NC(=C(C=C2)C(F)(F)F)C2=C(C=CC=C2)C